tert-butyl 4-(5-(8-fluoro-2-methylimidazo[1,2-a]pyridine-6-carboxamido)pyridin-2-yl)piperazine-1-carboxylate FC=1C=2N(C=C(C1)C(=O)NC=1C=CC(=NC1)N1CCN(CC1)C(=O)OC(C)(C)C)C=C(N2)C